7-chloro-4-[(2R)-2-methylazetidin-1-yl]-2-(methylsulfanyl)pyrano[4,3-d]pyrimidin-5-one ClC1=CC=2N=C(N=C(C2C(O1)=O)N1[C@@H](CC1)C)SC